(R)-2-amino-N-(4-{[(2S*,4R*)-2-methyl-1-propionyl-1,2,3,4-tetrahydroquinolin-4-yl]amino}phenyl)propanamide hydrochloride Cl.N[C@@H](C(=O)NC1=CC=C(C=C1)N[C@@H]1C[C@@H](N(C2=CC=CC=C12)C(CC)=O)C)C |o1:13,15|